2-[1-[4-[2-(cyclopropylmethoxy)-3-pyridinyl]-2,6-difluoro-phenyl]-4-piperidinyl]acetic acid C1(CC1)COC1=NC=CC=C1C1=CC(=C(C(=C1)F)N1CCC(CC1)CC(=O)O)F